C1(=CC=CC=C1)C=1C(=NC=CC1)C(CC)C1=NC=CC=C1C=1NC2=C(N1)C=CC=C2 (phenylpyridinyl)[(benzimidazolyl)pyridinyl]propane